5-fluoro-5-methyl-4-(triethylsiloxy)-5,6-dihydropyridine-1(2H)-carboxylic acid tert-butyl ester C(C)(C)(C)OC(=O)N1CC=C(C(C1)(C)F)O[Si](CC)(CC)CC